2-oxo-indole-6-carboxylic acid methyl ester COC(=O)C=1C=CC2=CC(N=C2C1)=O